CC1(C(N(C(N1CC1CCC(CC1)NC(OC(C)(C)C)=O)=O)COCC[Si](C)(C)C)=O)C tert-butyl ((1s,4s)-4-((5,5-dimethyl-2,4-dioxo-3-((2-(trimethylsilyl)ethoxy)methyl)imidazolidin-1-yl)methyl)cyclohexyl)carbamate